3-methyl-1,5-pentanediol glutarate C(CCCC(=O)O)(=O)O.CC(CCO)CCO